(R)-(4-fluoro-2-methylphenyl)(3-(4-(2-(3-(fluoromethyl)pyrrolidin-1-yl)ethoxy)phenoxy)-6-hydroxybenzo[b]thiophen-2-yl)methanone FC1=CC(=C(C=C1)C(=O)C1=C(C2=C(S1)C=C(C=C2)O)OC2=CC=C(C=C2)OCCN2C[C@@H](CC2)CF)C